C(C)(C)(C)OC(=O)N[C@H]1C[C@H](CCC1)C1=NN=C2N1C=C(C(=C2)C(=O)OC)OC methyl 3-[(1S,3R)-3-(tert-butoxycarbonylamino)cyclohexyl]-6-methoxy-[1,2,4]triazolo[4,3-a]pyridine-7-carboxylate